FC1=C(C=CC(=C1)C=1C=NN(C1)C)COC1=CC=CC(=N1)C1CCN(CC1)CC=1N(C2=C(N1)C=CC(=C2)C(=O)OC)C[C@H]2OCC2 Methyl 2-[[4-[6-[[2-fluoro-4-(1-methylpyrazol-4-yl)phenyl]methoxy]-2-pyridyl]-1-piperidyl]methyl]-3-[[(2S)-oxetan-2-yl]methyl]benzimidazole-5-carboxylate